N-(6-(2H-1,2,3-triazol-2-yl)-5-(trifluoromethyl)pyridin-3-yl)-4-(6-cyanopyridin-3-yl)-2-Methylbenzamide N=1N(N=CC1)C1=C(C=C(C=N1)NC(C1=C(C=C(C=C1)C=1C=NC(=CC1)C#N)C)=O)C(F)(F)F